BrC=1C=C(C(=O)NC(C)C2=NC=CN=C2N2N=CN(C2=O)CC2CC2)C=C(C1)S(=O)(=O)C 3-bromo-N-[1-[3-[4-(cyclopropylmethyl)-5-oxo-1,2,4-triazol-1-yl]pyrazin-2-yl]ethyl]-5-methylsulfonyl-benzamide